4-bromo-5-chloro-7-fluoro-1H-indazole BrC1=C2C=NNC2=C(C=C1Cl)F